ClC=1C=CC(=C(C1)C1=C(C=NN1CCC1CCOCC1)NC(=O)C=1C=NN2C1N=CC=C2)OC N-(5-(5-chloro-2-methoxyphenyl)-1-(2-(tetrahydro-2H-pyran-4-yl)ethyl)-1H-pyrazol-4-yl)pyrazolo[1,5-a]pyrimidine-3-carboxamide